1,4-dihydroxycyclooctane OC1CCC(CCCC1)O